1-butyl-3-(2-ethylhexyl)imidazolium di(2-ethylhexyl)phosphate C(C)C(COP(=O)(OCC(CCCC)CC)[O-])CCCC.C(CCC)N1C=[N+](C=C1)CC(CCCC)CC